(S)-2-chloro-N,N-dimethyl-4-((1-(1-(3,3,3-trifluoro-2-hydroxy-2-(m-tolyl)propanoyl)piperidin-4-yl)azetidin-3-yl)amino)benzamide ClC1=C(C(=O)N(C)C)C=CC(=C1)NC1CN(C1)C1CCN(CC1)C([C@](C(F)(F)F)(C=1C=C(C=CC1)C)O)=O